2-amino-5-bromo-pyridine NC1=NC=C(C=C1)Br